3-[[5-[5-(difluoromethyl)-1,3,4-oxadiazol-2-yl]-2-pyridyl]methyl]-5-[6-(4-isopropylpiperazin-1-yl)-2-pyridyl]-1,3,4-oxadiazol-2-one FC(C1=NN=C(O1)C=1C=CC(=NC1)CN1C(OC(=N1)C1=NC(=CC=C1)N1CCN(CC1)C(C)C)=O)F